(±)-1-(morpholine-4-carbonyl)-6-azaspiro[2.5]octane-6-carboxylate N1(CCOCC1)C(=O)[C@@H]1CC12CCN(CC2)C(=O)[O-] |r|